C(C)(C)(C)OC(=O)N1CC2(CCNC2=O)CC1 1-oxo-2,7-diazaspiro[4.4]nonane-7-carboxylic acid tert-butyl ester